pyrazole-5-carboxylic acid, disodium salt [Na+].[Na+].N1N=CC=C1C(=O)[O-].N1N=CC=C1C(=O)[O-]